FC1=CC=C(C=C1)NC([C@@H](C)C=1C=C2CCCN(C2=CC1)C([C@@H](C(C)C)O)=O)=O (2S)-N-(4-Fluorophenyl)-2-{1-[(2R)-2-hydroxy-3-methylbutanoyl]-1,2,3,4-tetrahydrochinolin-6-yl}propanamid